N1CCC(CC1)COC1=CC=C(C=C1)[C@@H]1C(NC(CC1)=O)=O |r| rac-(3R)-3-[4-(piperidin-4-ylmethoxy)phenyl]piperidine-2,6-dione